2-bromo-4,5-dimethoxy-N-((1-(2-oxo-2-phenylethyl)-1H-1,2,3-triazol-4-yl)methyl)benzenesulfonamide BrC1=C(C=C(C(=C1)OC)OC)S(=O)(=O)NCC=1N=NN(C1)CC(C1=CC=CC=C1)=O